COCC#CC(=O)N1CC2(C1)CC(C2)N2N=C(C=1C2=NC=NC1)C1=CC=C(C=C1)OC1=CC=CC=C1 4-methoxy-1-(6-(3-(4-phenoxyphenyl)-1H-pyrazolo[3,4-d]pyrimidin-1-yl)-2-azaspiro[3.3]heptan-2-yl)but-2-yn-1-one